(1S,2S)-N-(6-(5-chloro-6-fluoro-7-(methyl-(pyridin-3-ylmethyl)amino)-1H-indazol-4-yl)imidazo[1,2-a]pyridin-2-yl)-2-fluorocyclopropane-1-carboxamide ClC=1C(=C2C=NNC2=C(C1F)N(CC=1C=NC=CC1)C)C=1C=CC=2N(C1)C=C(N2)NC(=O)[C@H]2[C@H](C2)F